(S)-3-methyl-2-(7-(3-(2-(thiophen-2-yl)ethyl)ureido)dibenzo[b,d]thiophene-3-sulfonamido)butanoic acid CC([C@@H](C(=O)O)NS(=O)(=O)C=1C=CC2=C(SC3=C2C=CC(=C3)NC(=O)NCCC=3SC=CC3)C1)C